FC=1C=C(C=C(C1)N1CCNCC1)C1=C2C(=NC=C1)NC(C21CC1)=O 4-(3-fluoro-5-piperazin-1-yl-phenyl)spiro[1H-pyrrolo[2,3-b]pyridine-3,1'-cyclopropane]-2-one